BrC=1C=C2C(N(C(C2=CC1)=O)CC1=CC=C(C=C1)OC)(C)C 5-bromo-2-(4-methoxybenzyl)-3,3-dimethylisoindol-1-one